C(=CC1=CC=CC=C1)CC[Si](O[Si](C)(C)C)(O[Si](C)(C)C)O[Si](C)(C)C Styrylethyl-tris(trimethylsiloxy)silane